CC1(CC1)N1C(=C(C2=C1N=CN=C2)C(=O)N)C#CCN2CCOCC2 7-(1-methylcyclopropyl)-6-(3-morpholinoprop-1-yn-1-yl)-7H-pyrrolo[2,3-d]pyrimidine-5-carboxamide